BrC=1SC(=NN1)Br 2,5-dibromo-1,3,4-thiadiazole